(1-(pyridin-4-ylmethyl)-1H-1,2,3-triazole-4-yl)methanol N1=CC=C(C=C1)CN1N=NC(=C1)CO